Cl.C(C)(C)NC1CNC1 N-Isopropylazetidin-3-amine hydrochloride